5-Methoxyuridine-5'-triphosphate P(O)(=O)(OP(=O)(O)OP(=O)(O)O)OC[C@@H]1[C@H]([C@H]([C@@H](O1)N1C(=O)NC(=O)C(=C1)OC)O)O